(R)- and (S)-N-methyl-4-(2-((2-(6-(1-methyl-1H-pyrazol-4-yl)-1H-indol-3-yl)-2-oxo-1-phenylethyl)amino)ethyl)benzamide CNC(C1=CC=C(C=C1)CCN[C@@H](C(=O)C1=CNC2=CC(=CC=C12)C=1C=NN(C1)C)C1=CC=CC=C1)=O |r|